(1s,4s)-4-{5-[(1,1-dioxo-2,3-dihydro-1λ6-benzothiophen-5-yl)amino]-1-(2-methylprop-2-yl)pyrazol-3-yl}cyclohexyl [(4-nitrophenyl)oxy]methanoate [N+](=O)([O-])C1=CC=C(C=C1)OC(=O)OC1CCC(CC1)C1=NN(C(=C1)NC=1C=CC2=C(CCS2(=O)=O)C1)C(C)(C)C